ClC1=CC=C(C=N1)C(=O)NC=1SC(=C(N1)C=1C=NC=CC1)C#N 6-chloro-N-(5-cyano-4-(pyridin-3-yl)thiazol-2-yl)pyridine-3-carboxamide